5-amino-3-(1-phenylcyclopropyl)-1,2,3-oxadiazole-3-ium chloride [Cl-].NC1=C[N+](=NO1)C1(CC1)C1=CC=CC=C1